ClC1=CN2C=C(C=C2C=C1)C(=O)O 6-chloroindolizine-2-carboxylic acid